(4-chloro-3-{4-[6-(difluoromethoxy)pyridin-3-yl]-6-oxo-1,6-dihydropyrimidin-2-yl}benzyl)propionamide ClC1=C(C=C(CC(C(=O)N)C)C=C1)C=1NC(C=C(N1)C=1C=NC(=CC1)OC(F)F)=O